(S)-2-amino-N-(4-(hydroxymethyl)phenyl)-5-ureidopentanamide-2-d N[C@](C(=O)NC1=CC=C(C=C1)CO)(CCCNC(=O)N)[2H]